1-(2-(3,8-diazabicyclo[3.2.1]octan-8-yl)-6,7-dihydrothiazolo[5,4-c]pyridin-5(4H)-yl)-2-(3,3-difluorocyclopentyl)ethan-1-one C12CNCC(CC1)N2C=2SC=1CN(CCC1N2)C(CC2CC(CC2)(F)F)=O